Rel-1-(2-((2R,4S)-4-(difluoromethyl)piperidin-2-yl)benzyl)-2-thiocarbonyl-1,2,3,5-tetrahydro-4H-pyrrolo[3,2-d]pyrimidin-4-one FC([C@@H]1C[C@@H](NCC1)C1=C(CN2C(NC(C3=C2C=CN3)=O)=C=S)C=CC=C1)F |o1:2,4|